1,7-dimethyl-8-(methylsulfonyl)-3-(prop-2-ynyl)-1H-purine-2,6(3H,7H)-dione CN1C(N(C=2N=C(N(C2C1=O)C)S(=O)(=O)C)CC#C)=O